Cl.CN(C)CC1CN(CCC1(O)C=1C=C(C(=O)N)C=CC1)CCC1=CC=C(C=C1)OC 3-(3-((dimethylamino)methyl)-4-hydroxy-1-(4-methoxyphenylethyl)piperidin-4-yl)benzamide hydrochloride